NC1=NC=CC(=C1Cl)SC=1C=2N(C(=NC1)N1CCC3(CC1)CC1=CC=C(C=C1[C@H]3C(=O)[O-])F)C=CN2 (S)-(1'-(8-((2-amino-3-chloropyridin-4-yl) thio) imidazo[1,2-c]pyrimidin-5-yl)-5-fluoro-1,3-dihydrospiro[indene-2,4'-piperidin]-3-yl)carboxylate